(S)-3-chloro-N-(2,4-dimethoxybenzyl)-2,6-difluoro-N-(6-fluoropyridin-2-yl)-4-(3-((methyl(neopentyl)amino)methyl)pyrrolidin-1-yl)benzenesulfonamide ClC=1C(=C(C(=CC1N1C[C@@H](CC1)CN(CC(C)(C)C)C)F)S(=O)(=O)N(C1=NC(=CC=C1)F)CC1=C(C=C(C=C1)OC)OC)F